2-methoxyethyl (((6-hydroxy-5'-methyl-4-pentyl-2'-(prop-1-en-2-yl)-1',2',3',4'-tetrahydro-[1,1'-biphenyl]-2-yl)oxy)methyl)(methyl)carbamate OC1=CC(=CC(=C1C1C(CCC(=C1)C)C(=C)C)OCN(C(OCCOC)=O)C)CCCCC